CN1CC2N(C(C1)C2)C=2C=CC=1C3(C4=CC=C(C=C4OC1C2)N2C1CN(CC2C1)C)OC(C1=CC=C(C=C13)C(=O)N)=O 3',6'-bis(3-methyl-3,6-diazabicyclo[3.1.1]heptan-6-yl)-3-oxo-3H-spiro[isobenzofuran-1,9'-xanthene]-6-carboxamide